N-(2-((1R,4R)-5-ethyl-2,5-diazabicyclo[2.2.1]heptane-2-yl)-4-methoxy-5-((6-((R)-3-(6-methylpyridine-3-yl)isoxazolidine-2-yl)pyrimidine-4-yl)amino)phenyl)acrylamide C(C)N1[C@H]2CN([C@@H](C1)C2)C2=C(C=C(C(=C2)OC)NC2=NC=NC(=C2)N2OCC[C@@H]2C=2C=NC(=CC2)C)NC(C=C)=O